C(C)S(=O)(=O)C=1C=C(C=NC1C=1C=C2C(=CN1)N(N=C2)CC(C(F)(F)F)(F)F)N(C(OC(C)(C)C)=O)C tert-butyl N-[5-ethylsulfonyl-6-[1-(2,2,3,3,3-pentafluoropropyl) pyrazolo[3,4-c]pyridin-5-yl]-3-pyridyl]-N-methyl-carbamate